B(O)(O)O.CCCCCCCCCCCCCCCCCC octadecane borate